1-(2-bromopyridin-2-yl)pyrrolidin-2-one BrC1(NC=CC=C1)N1C(CCC1)=O